3,6-difluoro-2-[3-(8-hydroxy-1-oxaspiro[4.5]decan-3-yl)-4-oxo-quinazolin-6-yl]oxy-benzonitrile FC=1C(=C(C#N)C(=CC1)F)OC=1C=C2C(N(C=NC2=CC1)C1COC2(C1)CCC(CC2)O)=O